6-isopropoxy-2-(1-(methoxymethyl)-2-oxabicyclo[2.1.1]hexan-4-yl)-N-(1-((1R,2S)-2-methylcyclopropyl)-2-oxo-1,2-dihydropyridin-3-yl)-2H-indazole-5-carboxamide C(C)(C)OC=1C(=CC2=CN(N=C2C1)C12COC(C1)(C2)COC)C(=O)NC=2C(N(C=CC2)[C@H]2[C@H](C2)C)=O